3-((2,6-dichlorobenzyl)oxy)-5-(2,5-dimethyl-1,2,3,4-tetrahydroisoquinolin-7-yl)pyrazin-2-amine ClC1=C(COC=2C(=NC=C(N2)C2=CC(=C3CCN(CC3=C2)C)C)N)C(=CC=C1)Cl